2-(3-((4-(ethylsulfonyl)-2-methoxyphenyl)amino)prop-1-yn-1-yl)-N-((3S,4R)-3-fluoropiperidin-4-yl)-1-(2,2,2-trifluoroethyl)-1H-indol-4-amine C(C)S(=O)(=O)C1=CC(=C(C=C1)NCC#CC=1N(C=2C=CC=C(C2C1)N[C@H]1[C@H](CNCC1)F)CC(F)(F)F)OC